Tert-Butyl ((S)-(7-((R*)-(((S)-tert-butylsulfinyl)amino)(tetrahydro-2H-pyran-4-yl)methyl methyl)imidazo[1,2-b]pyridazin-2-yl)(4,4-difluorocyclohexyl)methyl)carbamate C(C)(C)(C)[S@](=O)N[C@@H](C1=CC=2N(N=C1)C=C(N2)[C@H](C2CCC(CC2)(F)F)NC(OC(C)(C)C)=O)CC2CCOCC2 |o1:7|